N-(5-chloro-3-(4-(trifluoromethoxy)phenyl)pyrazolo[1,5-a]pyridin-2-yl)-3-hydroxy-3-methylbutanamide ClC1=CC=2N(C=C1)N=C(C2C2=CC=C(C=C2)OC(F)(F)F)NC(CC(C)(C)O)=O